OCCS(=O)(=O)NC1=CC(=C(C(=O)NC=2C=C3C4CCCCC4N(C3=CC2)CC(F)(F)F)C=C1)N1CCC2(CC2)CC1 4-((2-hydroxyethyl)sulfonamido)-2-(6-azaspiro[2.5]octan-6-yl)-N-(9-(2,2,2-trifluoroethyl)-2,3,4,4a,9,9a-hexahydro-1H-carbazol-6-yl)benzamide